1-(2-((4-((3-methyl-4-((1-methyl-1H-benzimidazol-5-yl)oxy)phenyl)amino)pyrimidin-5-yl)ethynyl)azetidin-1-yl)prop-2-en-1-one CC=1C=C(C=CC1OC1=CC2=C(N(C=N2)C)C=C1)NC1=NC=NC=C1C#CC1N(CC1)C(C=C)=O